1-(5-methoxy-1,1-dioxo-1,2-benzothiazol-3-yl)-1-methyl-hydrazine COC=1C=CC2=C(C(=NS2(=O)=O)N(N)C)C1